8-(5-methyl-[1,2,4]Triazolo[1,5-a]pyridin-8-yl)-[1,2,4]triazolo[4,3-c]pyrimidin-5-amine CC1=CC=C(C=2N1N=CN2)C=2C=1N(C(=NC2)N)C=NN1